NC=1NC2=CC(=CC=C2C1C#N)OC 2-amino-6-methoxy-1H-indole-3-carbonitrile